(furan-2-yl)dodecane-1-one ethyl-(1R*,2R*)-6'-chloro-2',3'-dihydrospiro[cyclopropane-1,1'-indene]-2-carboxylate C(C)OC(=O)[C@@H]1C[C@]12CCC1=CC=C(C=C21)Cl.O2C(=CC=C2)C(CCCCCCCCCCC)=O |o1:5,7|